(4-(4-(4-methoxybenzyl)-5-methyl-4H-1,2,4-triazol-3-yl)phenyl)boronic acid COC1=CC=C(CN2C(=NN=C2C)C2=CC=C(C=C2)B(O)O)C=C1